C(C1=CC=CC=C1)OC1=C(N)C(=CC=C1)[N+](=O)[O-] 2-(benzyloxy)-6-nitroaniline